CC1=C(C=CC=C1C)[C@@H](CC)N=C=O (R)-(+)-1-(2,3-dimethylphenyl)propyl isocyanate